FC1=C(C=CC(=C1)I)N1CC(C1)C=O 1-(2-fluoro-4-iodophenyl)azetidine-3-carbaldehyde